CC1=C(C=C(OCCNC([O-])=O)C=C1)C(NC(C)C1=CC=CC2=CC=CC=C12)=O (2-(4-methyl-3-((1-(naphthalen-1-yl)ethyl) carbamoyl)phenoxy)ethyl)carbamate